diethyl (3'-methyl-4-pentyl-[1,1'-biphenyl]-2,6-diyl) bis(phenylphosphonate) C1(=CC=CC=C1)P(OCC)(OC1=C(C(=CC(=C1)CCCCC)OP(OCC)(=O)C1=CC=CC=C1)C1=CC(=CC=C1)C)=O